S1C(=NC2=C1C=CC=C2)NC(=O)C=2C=CC=C1CCN(CC21)C2=CC=C(C(=N2)C(=O)O)C=2C=NN(C2)CC2=CC(=CC=C2)OCC2=CC=CC=C2 6-[8-(1,3-benzothiazol-2-ylcarbamoyl)-3,4-dihydroisoquinolin-2(1H)-yl]-3-{1-[3-(benzyloxy)benzyl]-1H-pyrazol-4-yl}pyridine-2-carboxylic acid